COC(=O)C1=NC(=C(C=C1[N+](=O)[O-])C(F)F)NC(CCC=C)(C)C 5-(difluoromethyl)-6-(1,1-dimethylpent-4-enylamino)-3-nitro-pyridine-2-carboxylic acid methyl ester